COC=1C=C(C=C(C1)C(F)(F)F)B(O)O (3-methoxy-5-(trifluoromethyl)phenyl)boronic acid